ClC=1C=CC(=C(C1)NC(=O)C1=CC=C(S1)NC(CCCCCNC(=O)C=1OC2=C(C1)C=CC=C2)=O)OCCOC N-(6-((5-((5-chloro-2-(2-methoxyethoxy)phenyl)carbamoyl)thiophen-2-yl)amino)-6-oxohexyl)benzofuran-2-carboxamide